4-chloro-6-(pyridin-2-yl)-2-(3-(m-tolyl)-1H-pyrazol-1-yl)furo[3,2-d]pyrimidine ClC=1C2=C(N=C(N1)N1N=C(C=C1)C=1C=C(C=CC1)C)C=C(O2)C2=NC=CC=C2